FC1=C(C#N)C(=CC(=C1)OCC)F 2,6-difluoro-4-ethoxybenzonitrile